4-(2-{5-[(3R,5R)-3-amino-5-fluoropiperidine-1-carbonyl]-7-methoxy-1-methyl-1H-1,3-benzodiazol-2-yl}-1-(cyclopropylmethyl)-1H-pyrrolo[2,3-b]pyridin-6-yl)-N-(2-hydroxyethyl)benzamide N[C@H]1CN(C[C@@H](C1)F)C(=O)C1=CC2=C(N(C(=N2)C2=CC=3C(=NC(=CC3)C3=CC=C(C(=O)NCCO)C=C3)N2CC2CC2)C)C(=C1)OC